P(=O)(OCC)(OCC)OCC(=O)C diethyl acetonyl phosphate